(4,5-Difluoro-1,2-phenylene)dimethanol FC1=CC(=C(C=C1F)CO)CO